4-amino-3-(5-hydroxy-1H-indol-2-yl)-1H-pyrazolol NC=1C(NNC1)(O)C=1NC2=CC=C(C=C2C1)O